N-[(1R)-2-[[(1S)-1-cyano-2-[(3S)-2-oxo-3-piperidyl]ethyl]amino]-1-(cyclopropylmethyl)-2-oxo-ethyl]-4-methoxy-1H-indole-2-carboxamide C(#N)[C@H](C[C@H]1C(NCCC1)=O)NC([C@@H](CC1CC1)NC(=O)C=1NC2=CC=CC(=C2C1)OC)=O